B([O-])([O-])[O-].[Na+].N1N=NC2=C1C=CC=C2.[Na+].[Na+] benzotriazole sodium borate